butanediimine CCC(=N)C=N